(Z)-Tetradec-9-enoic acid C(CCCCCCC\C=C/CCCC)(=O)O